C(CCC\C=C/C\C=C/C\C=C/C\C=C/C\C=C/CCC)(=O)OCN1C(C=CC2=CC=C(C=C12)OCCCCN1CCN(CC1)C1=CC=CC=2SC=CC21)=O (5Z,8Z,11Z,14Z,17Z)-(7-(4-(4-(benzo[b]thiophen-4-yl)piperazin-1-yl)butoxy)-2-oxoquinolin-1(2H)-yl)methyl henicosa-5,8,11,14,17-pentaenoate